tri(isohexyl) cyclohexane-1,2,4-tripropionate C1(C(CC(CC1)CCC(=O)OCCCC(C)C)CCC(=O)OCCCC(C)C)CCC(=O)OCCCC(C)C